OC1=C(C=CC=C1)C(/C=C/C1=CC=C(OC(C(=O)OC(C)(C)C)(C)C)C=C1)=O Tert-butyl 2-[4-[(E)-3-(2-hydroxyphenyl)-3-oxoprop-1-enyl]phenoxy]-2-methylpropanoate